N-(3-((3,5-dimethyl-4-oxo-3,4-dihydroquinazolin-6-yl)amino)-2,4-difluorophenyl)3-fluoropropane-1-sulfonamide CN1C=NC2=CC=C(C(=C2C1=O)C)NC=1C(=C(C=CC1F)NS(=O)(=O)CCCF)F